Cl.O=C1NC(CCC1NC1=CC=C(C=C1)C1C(CN(CC1)CC(=O)O)(F)F)=O 2-[4-[4-[(2,6-dioxo-3-piperidyl)amino]phenyl]-3,3-difluoro-1-piperidyl]acetic acid hydrochloride